(1s,4s)-4-((5-([1,2,4]triazolo[1,5-a]pyridin-6-yl)-4-(methoxy-d3)-7H-pyrrolo[2,3-d]pyrimidin-2-yl)amino)-1-methylcyclohexan-1-ol N=1C=NN2C1C=CC(=C2)C2=CNC=1N=C(N=C(C12)OC([2H])([2H])[2H])NC1CCC(CC1)(O)C